(1R,3s,5S)-8-(6-((2-Amino-3-chloropyridin-4-yl)thio)pyrido[2,3-b]pyrazin-2-yl)-8-azabicyclo[3.2.1]octan-3-amin NC1=NC=CC(=C1Cl)SC=1C=CC=2C(=NC=C(N2)N2[C@H]3CC(C[C@@H]2CC3)N)N1